6-amino-5-(2-dibutylaminoacetamido)-1,3-dimethyl-uracil NC1=C(C(N(C(N1C)=O)C)=O)NC(CN(CCCC)CCCC)=O